titanium oxide bis(tetramethylpimelate) CC(C(C(=O)[O-])(C)C)(CCCC(=O)[O-])C.CC(C(C(=O)O)(C)C)(CCCC(=O)O)C.[O-2].[Ti+4]